COC([C@H](CCC(=O)OC)NC(=O)[C@H]1N2C3=C(C=CC=C3C1)CC[C@@H](C2=O)NC([C@H](C(C)C)NC(C)=O)=O)=O (S)-2-{[(2S,5S)-5-((S)-2-Acetylamino-3-methyl-butyrylamino)-4-oxo-1,2,4,5,6,7-hexahydro-azepino[3,2,1-hi]indole-2-carbonyl]-amino}-pentanedioic acid dimethyl ester